N\C(\C1=C(C(=CC=C1)F)C(C)C)=N/C1=C(NC(N1CC1=CC=C(C=C1)N1N=C2C(CN(CC2)C(=O)OC(C)(C)C)=C1C)=O)C tert-butyl 2-[4-([5-[(Z)-[amino(3-fluoro-2-isopropylphenyl)methylidene]amino]-4-methyl-2-oxo-3H-imidazol-1-yl]methyl)phenyl]-3-methyl-4H,6H,7H-pyrazolo[4,3-c]pyridine-5-carboxylate